1-(4-(3-(2,6-dichlorophenyl)azetidin-1-yl)-2,5-dimethylbenzyl)-3-methylazetidin-3-ol ClC1=C(C(=CC=C1)Cl)C1CN(C1)C1=CC(=C(CN2CC(C2)(O)C)C=C1C)C